N-(3-chloro-5-(methylsulfonamido)phenyl)-5-phenyl-1-(2,2,2-trifluoroethyl)-1H-pyrrole-3-carboxamide ClC=1C=C(C=C(C1)NS(=O)(=O)C)NC(=O)C1=CN(C(=C1)C1=CC=CC=C1)CC(F)(F)F